methyl 6-((2-methoxyethoxy)methyl)pyridazine-3-carboxylate COCCOCC1=CC=C(N=N1)C(=O)OC